Cl.CC(C(=O)OC[C@H]1OB2O[C@@H](C3=CC=CC(OC1)=C32)CN)C [(2S,6S)-2-(aminomethyl)-4-bora-3,5,8-trioxatricyclo[7.3.1.04,13]trideca-1(12),9(13),10-trien-6-yl]methyl 2-methylpropanoate hydrogen chloride